3-[acetyl-(methoxy)amino]-2-methyl-4-methylsulfonyl-benzoic acid C(C)(=O)N(C=1C(=C(C(=O)O)C=CC1S(=O)(=O)C)C)OC